CC1=C(C(=C(C(=C1)C)C)C)O 2,4,5,6-tetramethylphenol